N-[5-[1-(5-cyanopyrimidin-2-yl)-2,5-dihydropyrrol-3-yl]-4-fluoro-2-[rac-(3R,5S)-3,4,5-trimethylpiperazin-1-yl]phenyl]-6-oxo-4-(trifluoromethyl)-1H-pyridine-3-carboxamide C(#N)C=1C=NC(=NC1)N1CC(=CC1)C=1C(=CC(=C(C1)NC(=O)C1=CNC(C=C1C(F)(F)F)=O)N1C[C@H](N([C@H](C1)C)C)C)F |r|